CC=1C=C(C=CC1C(=O)N1CCN(CC1)C)C=1C=CC=2N(N1)C(=CN2)C2=CC=C(C#N)C=C2 4-(6-(3-methyl-4-(4-methylpiperazine-1-carbonyl)phenyl)imidazo[1,2-b]pyridazin-3-yl)benzonitrile